(5-((4-Oxo-3,4-dihydrophthalazin-1-yl)methyl)pyridin-3-yl)spiro[cyclopropane-1,3'-indolin]-2'-one O=C1NN=C(C2=CC=CC=C12)CC=1C=C(C=NC1)N1C(C2(C3=CC=CC=C13)CC2)=O